C1(=CC=CC=C1)[PH+](C1=CC=CC=C1)C1=CC=CC=C1.C1CO1 ethylene oxide triphenyl-phosphonium salt